4-[[(1R,3S)-3-amino-2,2,3-trimethyl-cyclopentyl]amino]-6-bromo-N'-(2-chlorophenyl)-pyrrolo[1,2-b]pyridazine-3-carboxamidine N[C@@]1(C([C@@H](CC1)NC=1C=2N(N=CC1C(=NC1=C(C=CC=C1)Cl)N)C=C(C2)Br)(C)C)C